ClC1=C(C=CC(=C1NC=1C(=C2C(N(C=NC2=CC1)C([2H])([2H])[2H])=O)C)F)NS(=O)(=O)CCCF N-(2-chloro-4-fluoro-3-((5-methyl-3-(methyl-d3)-4-oxo-3,4-dihydroquinazolin-6-yl)amino)-phenyl)-3-fluoropropane-1-sulfonamide